ClN(C(N(C)C1=CC=CC=C1)=O)Cl dichlorophenyl-methyl-urea